OC1=C(C=CC=C1)C(C(=O)OC)(C)C methyl 2-(2-hydroxyphenyl)-2-methylpropionate